5-(3-chloro-4-fluorophenyl)-N4-(2-fluoro-5-nitrophenyl)-N2-(1-(2-methoxyethyl)-1H-pyrazol-4-yl)pyrimidine-2,4-diamine ClC=1C=C(C=CC1F)C=1C(=NC(=NC1)NC=1C=NN(C1)CCOC)NC1=C(C=CC(=C1)[N+](=O)[O-])F